4-[3-oxo-3-(4,6-dihydroxy-5-isoprenyl-2-methoxyphenyl)prop-1-enyl]phenolate O=C(C=CC1=CC=C(C=C1)[O-])C1=C(C=C(C(=C1O)C=CC(C)=C)O)OC